BrC1=CC=C(C(=O)C=2C(=CC(N(N2)C2=C(C=C(C=C2)OC)OC)=O)O)C=C1 6-(4-bromobenzoyl)-2-(2,4-dimethoxyphenyl)-5-hydroxypyridazin-3(2H)-one